tert-butyl (2S,3S)-2-(((benzyloxy)carbonyl)amino)-3-(((3-ethoxy-2,2-dimethyl-3-oxopropoxy) sulfonyl)amino)butanoate C(C1=CC=CC=C1)OC(=O)N[C@H](C(=O)OC(C)(C)C)[C@H](C)NS(=O)(=O)OCC(C(=O)OCC)(C)C